N1=C(N=CC2=C1N=CC=C2)N PYRIDO[2,3-D]PYRIMIDIN-2-AMINE